ClC=1C(=C(C2=C(NCCO2)C1)C(=O)OC)F methyl 6-chloro-7-fluoro-3,4-dihydro-2H-1,4-benzoxazine-8-carboxylate